COC(=O)N1CC2=C(C=C(C=C2CC1CO)Br)F 6-bromo-8-fluoro-3-(hydroxymethyl)-3,4-dihydroisoquinoline-2(1H)-carboxylic acid methyl ester